rac-(2S)-3,3,3-trifluoro-2-hydroxy-1-[rac-(5S,7S)-7-fluoro-5-phenyl-6,7-dihydro-5H-pyrrolo[1,2-b][1,2,4]triazol-2-yl]propan-1-one FC([C@H](C(=O)C=1N=C2N(N1)[C@@H](C[C@@H]2F)C2=CC=CC=C2)O)(F)F |r|